[Cl-].[Cl-].C1(=CC(=CC=C1)C(=[Zr+2](C1=CC=CC=2C3=CC=CC=C3CC12)C1C=CC=C1)C=1C=C(C=CC1)C)C Bis(m-tolyl)methylene(cyclopentadienyl)(fluorenyl)zirconium dichloride